C(C)(C)(C)[Si](OC)(C)C(C)(C)C di(t-butyl)methyl-methoxysilane